4-[5-(2-fluorophenyl)-6-isopropyl-1H-pyrrolo[2,3-f]indazol-7-yl]benzoic Acid FC1=C(C=CC=C1)N1C(=C(C2=C1C=C1C=NNC1=C2)C2=CC=C(C(=O)O)C=C2)C(C)C